2-[2-(diphenylphosphino)phenyl]-4-phenyl-2-oxazoline C1(=CC=CC=C1)P(C1=C(C=CC=C1)C=1OCC(N1)C1=CC=CC=C1)C1=CC=CC=C1